C(=O)(OC)C=CC=1C(NC(NC1)=O)=O 5-(2-carbomethoxyvinyl)-uracil